CC(C(=O)O)C(C(=O)O)C 2,3-Di-methyl-succinic acid